NCC1COC(CN1)CC(=O)N1CC(C1)OC1=C(C2=C([C@H]3[C@@H](B(O2)O)C3)C=C1)C(=O)O (1aS,7bR)-5-[(1-{[5-(aminomethyl)morpholin-2-yl]acetyl}azetidin-3-yl)oxy]-2-hydroxy-1,1a,2,7b-tetrahydrocyclopropa[c][1,2]benzoxaborinine-4-carboxylic acid